N=1N(N=CC1)CCCCNC(C1=CC(=CC=C1)N1N=C(N=C1C1=CC=C(C=C1)Br)CC)=O N-(4-(2-2H-1,2,3-triazolyl)butyl)-3-(5-(4-bromophenyl)-3-ethyl-1-1H-1,2,4-triazolyl)benzamide